[C@H]12CN(C[C@H](CC1)N2)C2=NC(=NC1=C(C(=C(C=C21)F)C2=CNC1=CC=C(C=C21)F)F)OC[C@H]2N(CCC2)C 4-((1R,5S)-3,8-diazabicyclo[3.2.1]octan-3-yl)-6,8-difluoro-7-(5-fluoro-1H-indol-3-yl)-2-(((S)-1-methylpyrrolidin-2-yl)methoxy)quinazoline